Cholestanyl acrylate C[C@H](CCCC(C)C)[C@H]1CC[C@@H]2[C@@]1(CC[C@H]3[C@H]2CCC4[C@@]3(CCC(C4)OC(=O)C=C)C)C